FC1=CC2=C(CC(O2)(C(=O)O)C)C=C1 6-fluoro-2-methyl-2,3-dihydrobenzofuran-2-carboxylic acid